(2,3-Dihydro-1,4-benzodioxin-6-ylmethyl)({4-[(dimethylamino)methyl]phenyl}methyl)amin O1CCOC2=C1C=CC(=C2)CNCC2=CC=C(C=C2)CN(C)C